(1r,2S,5S)-N-{(1S)-1-cyano-2-[(3S)-2-oxopyrrolidin-3-yl]ethyl}-3-[3-fluoro-N-(trifluoroacetyl)-L-valyl]-6,6-dimethyl-3-azabicyclo[3.1.0]hexane-2-carboxamide C(#N)[C@H](C[C@H]1C(NCC1)=O)NC(=O)[C@@H]1[C@H]2C([C@H]2CN1C([C@@H](NC(C(F)(F)F)=O)C(C)(C)F)=O)(C)C